1,3-bis(2,6-di-4-heptylphenyl)-4,5-dichloroimidazol CCCC(CCC)C1=C(C(=CC=C1)C(CCC)CCC)N1CN(C(=C1Cl)Cl)C1=C(C=CC=C1C(CCC)CCC)C(CCC)CCC